NC=1C=C(C=C(C1)C(F)(F)F)[C@@H](C)NC=1C2=C(N=C(N1)C)N=C(C(=C2)C(=O)N(C)C)N2CC(C2)(C)O (R)-4-(1-(3-amino-5-(trifluoromethyl)phenyl)ethylamino)-7-(3-hydroxy-3-methylazetidin-1-yl)-N,N,2-trimethylpyrido[2,3-d]pyrimidine-6-carboxamide